OC1=CC=C(C=C1)C1(CCCC1)C1=CC=C(C=C1)O bis(4-Hydroxyphenyl)cyclopentane